C1(CC2C(CC1)O2)CC[Si](OC)(OC)OC 2-(3,4-EPOXYCYCLOHEXYL)ETHYL-TRIMETHOXYSILANE